CN1CCN(CC1)CCCOC1=CC2=C(N(C=N2)C2=CC=C(C=C2)NC(=O)N2N=C(C=C2N)C(C)(C)C)C=C1 5-amino-3-tert-butyl-pyrazol-1-carboxylic acid (4-{5-[3-(4-methyl-piperazin-1-yl)-propoxyl]-benzimidazol-1-yl}-phenyl)-amide